3-(3-Chloro-4-fluorophenyl)-1-methyl-1-(1-(1-oxo-1,2-dihydro-2,6-naphthyridin-4-yl)ethyl)urea ClC=1C=C(C=CC1F)NC(N(C(C)C1=CNC(C2=CC=NC=C12)=O)C)=O